NC1=CC2=C(N=N1)N(C(C2(C)C)=O)C2CC2 3-amino-7-cyclopropyl-5,5-dimethyl-pyrrolo[2,3-c]pyridazin-6-one